ClC=1C=C(C=CC1O)C1CN(C1)C(=O)N1C[C@@H]2[C@@H](OCC(N2)=O)CC1 (4aR,8aS)-6-(3-(3-Chloro-4-hydroxyphenyl)azetidin-1-carbonyl)hexahydro-2H-pyrido[4,3-b][1,4]oxazin-3(4H)-on